(2R,6R)-1-isobutyryl-6-methyl-N-(4-(pyrimidin-2-yl)benzyl)piperazine-2-carboxamide C(C(C)C)(=O)N1[C@H](CNC[C@H]1C)C(=O)NCC1=CC=C(C=C1)C1=NC=CC=N1